3-(5-(3-Chlorophenyl)-3-hydroxypicolinamido)-2,2-dimethylpropionic acid tert-butyl ester C(C)(C)(C)OC(C(CNC(C1=NC=C(C=C1O)C1=CC(=CC=C1)Cl)=O)(C)C)=O